C(C)(C)C1CCC(C(C1)=O)C 5-isopropyl-2-methylcyclohexan-1-one